O=C1NC(CCC1N1C(N(C2=C1C=CC(=C2)C=2CN(CC2)C(=O)OC(C)(C)C)C)=O)=O tert-butyl 3-[1-(2,6-dioxo-3-piperidyl)-3-methyl-2-oxo-benzimidazol-5-yl]-2,5-dihydropyrrole-1-carboxylate